COC=1C=C(C=CC1OC)C1=CN=CC(=N1)C=1SC=C(N1)NC(N(CC)CC)=O 3-(2-(6-(3,4-dimethoxyphenyl)pyrazin-2-yl)thiazol-4-yl)-1,1-Diethylurea